4,7,8-trimethyl-2-(((1-((2-(trifluoromethyl)pyridin-3-yl)methyl)-1H-pyrazol-4-yl)methyl)amino)-7,8-dihydropteridin-6(5H)-one CC1=NC(=NC=2N(C(C(NC12)=O)C)C)NCC=1C=NN(C1)CC=1C(=NC=CC1)C(F)(F)F